4-(2-{5-[(3R,5R)-3-amino-5-fluoropiperidine-1-carbonyl]-7-methoxy-1-methyl-1H-1,3-benzodiazol-2-yl}-1-(cyclopropylmethyl)-1H-pyrrolo[2,3-b]pyridin-6-yl)-2-chloro-5-fluorobenzamide N[C@H]1CN(C[C@@H](C1)F)C(=O)C1=CC2=C(N(C(=N2)C2=CC=3C(=NC(=CC3)C3=CC(=C(C(=O)N)C=C3F)Cl)N2CC2CC2)C)C(=C1)OC